O1NCCCCC1 1,2-Oxazepan